[Cl-].C(C)(C)(C)OC(=O)NC1CCN(CC1)C(CCCCC[P+](C1=CC=CC=C1)(C1=CC=CC=C1)C1=CC=CC=C1)=O [6-[4-(tert-Butoxycarbonylamino)-1-piperidyl]-6-oxo-hexyl]-triphenyl-phosphonium chloride